1-Benzylimidazolin-2-imine Hydrobromide Br.C(C1=CC=CC=C1)N1C(NCC1)=N